4-[10-(5-[4-[(dimethylamino)methyl]-3,5-dimethoxyphenyl]-7-methyl-8-oxo-2,7-naphthyridin-3-yl)-4,7-dioxa-1,10-diazaundecan-1-yl]-2-(2,6-dioxopiperidin-3-yl)isoindole-1,3-dione CN(C)CC1=C(C=C(C=C1OC)C=1C=2C=C(N=CC2C(N(C1)C)=O)N(CCOCCOCCNC1=C2C(N(C(C2=CC=C1)=O)C1C(NC(CC1)=O)=O)=O)C)OC